C1=C(C=CC2=CC=C(C=C12)O)O 2,7-NAPHTHALINEDIOL